BrC1=CC(=CC=C1)CSC 1-bromo-3-((methylthio)methyl)benzene